1-benzyl-3-methyl-3-(4-(trifluoromethyl)phenyl)azetidine C(C1=CC=CC=C1)N1CC(C1)(C1=CC=C(C=C1)C(F)(F)F)C